5-(p-chlorophenyl)biguanide ClC1=CC=C(C=C1)NC(NC(N)=N)=N